C[C@@]12C=CC[C@H]1[C@@H]1CC=C3C=CCC[C@]3(C)[C@H]1CC2 androstane-3,5,16-triene